trans-N-(6-chloroquinolin-2-yl)-4-(5-(trans-4-(trifluoromethyl)cyclohexyl)-1,3,4-oxadiazol-2-yl)cyclohexanecarboxamide ClC=1C=C2C=CC(=NC2=CC1)NC(=O)[C@@H]1CC[C@H](CC1)C=1OC(=NN1)[C@@H]1CC[C@H](CC1)C(F)(F)F